(1'R,2'S)-5'-(hydroxymethyl)-2'-isopropyl-4-pentyl-1',2',3',4'-tetrahydro-[1,1'-biphenyl]-2,6-diol OCC=1CC[C@H]([C@H](C1)C=1C(=CC(=CC1O)CCCCC)O)C(C)C